(trans-3-(3-cyclopropyl-4-(1H-indazol-1-yl)-1H-pyrazol-1-yl)cyclobutyl)methanol C1(CC1)C1=NN(C=C1N1N=CC2=CC=CC=C12)[C@@H]1C[C@H](C1)CO